C(C)(C)(C)C=1C=C(C(=O)N=C2NCCN2)C=CC1NC1=C(C=CC=C1)C(NCC(C)C)=O 3-tert-butyl-N-[(2E)-imidazolidin-2-ylidene]-4-({2-[(2-methylpropyl)carbamoyl]phenyl}amino)benzamide